(R)-S-methyl 4-(3-(benzyloxy)pyrrolidin-1-yl)-4-methylpent-2-ynethioate C(C1=CC=CC=C1)O[C@H]1CN(CC1)C(C#CC(SC)=O)(C)C